(R)-6-(2-(3-chlorophenyl)-2-hydroxyacetyl)-2-(1-(3-(pyridin-3-yl)phenyl)cyclopropyl)-3,5,6,7,8,9-hexahydro-4H-pyrimido[5,4-c]azepin-4-one ClC=1C=C(C=CC1)[C@H](C(=O)N1CC2=C(CCC1)N=C(NC2=O)C2(CC2)C2=CC(=CC=C2)C=2C=NC=CC2)O